C=N methylene-amine